CCCC(CC(=O)OCC)O ethyl 3-hydroxy hexanoate